C(C)(C)C1=C(NC2=CC=C(C=C12)C1CCN(CC1)CCCN(C)C)C=1C(=CC=2N(C1)C=CN2)C 3-(4-(3-isopropyl-2-(7-methylimidazo[1,2-a]pyridin-6-yl)-1H-indol-5-yl)piperidin-1-yl)-N,N-dimethylpropan-1-amine